Diglycidyl-dimethylhydantoin 5-iodocytidine-5'-triphosphate P(O)(=O)(OP(=O)(O)OP(=O)(O)O)OC[C@@H]1[C@H]([C@H]([C@@H](O1)N1C(=O)N=C(N)C(=C1)I)O)O.C(C1CO1)N1C(N(C(C1=O)(C)C)CC1CO1)=O